(S,E)-tert-butyl (6-(2-(isoxazol-3-yl)-1,3-dioxolan-2-yl)-1-(5-(7-methoxy-2-methylquinolin-6-yl)isoxazol-3-yl)hex-3-en-1-yl)carbamate O1N=C(C=C1)C1(OCCO1)CC/C=C/C[C@@H](C1=NOC(=C1)C=1C=C2C=CC(=NC2=CC1OC)C)NC(OC(C)(C)C)=O